NC1=CC=C(C(=C1C(=O)N(C)C)F)C=1C=C2C(=NC1)NCC21CC(C1)CC#N 6-Amino-3-((1r,3r)-3-(cyanomethyl)-1',2'-dihydrospiro[cyclobutane-1,3'-pyrrolo[2,3-b]pyridin]-5'-yl)-2-fluoro-N,N-dimethylbenzamide